CS(=O)(=O)[O-].OC1=CC=C(C=C1)C[SH+]CC1=C(C=CC=C1)C (4-hydroxyphenyl)methyl-((2-methylphenyl)methyl)sulfonium methanesulfonate salt